BrC1=CC=C(COC2=CC=C3C(=CC(N(C3=C2)C)=O)C(F)(F)F)C=C1 7-((4-bromobenzyl)oxy)-1-methyl-4-trifluoromethylquinolin-2(1H)-one